tert-Butyl 6-{[(2S)-2-(benzyloxycarbonylamino)-2-(trans-4-methylcyclohexyl)acetyl]-amino}spiro[indoline-3,4'-tetrahydropyran]-1-carboxylate C(C1=CC=CC=C1)OC(=O)N[C@H](C(=O)NC1=CC=C2C(=C1)N(CC21CCOCC1)C(=O)OC(C)(C)C)[C@@H]1CC[C@H](CC1)C